C(C=CC=CCCCCCC)(=O)OCC ethyl 2,4-undecadienoate